2-(4-fluorophenyl)quinazoline FC1=CC=C(C=C1)C1=NC2=CC=CC=C2C=N1